tert-butyl 5-[2-(2-cyano-2-methylideneethyl)-1-oxo-2,3-dihydro-1H-isoindol-4-yl]-1H-indazole-1-carboxylate C(#N)C(CN1C(C2=CC=CC(=C2C1)C=1C=C2C=NN(C2=CC1)C(=O)OC(C)(C)C)=O)=C